triazole dimercapto-ammonium salt S[NH2+]S.N1N=NC=C1